C(C)(C)(C)C1=CC=C(C=C1)S(=O)(=O)OC1=C(C=CC=C1)NC(=O)NC1=CC=C(C=C1)OS(=O)(=O)C1=CC=C(C=C1)C(C)(C)C N-[2-(p-tert-butylphenylsulphonyloxy)phenyl]-N'-[4-(p-tert-butylphenylsulphonyloxy)phenyl]urea